(S)-1-(4-chloro-3-(methylsulfonyl)phenyl)-3-(1-(5-fluoro-3-methylbenzofuran-2-yl)-2-methylpropyl)urea ClC1=C(C=C(C=C1)NC(=O)N[C@@H](C(C)C)C=1OC2=C(C1C)C=C(C=C2)F)S(=O)(=O)C